(2R,3R,4S,5R)-2-(6-amino-9H-purin-9-yl)-5-((R)-bicyclo[4.2.0]octa-1(6),2,4-trien-3-yl(hydroxy)methyl)tetrahydrofuran-3,4-diol NC1=C2N=CN(C2=NC=N1)[C@@H]1O[C@@H]([C@H]([C@H]1O)O)[C@H](O)C1=CC=2CCC2C=C1